C(C=CCC)(=O)[O-] pentaenoate